(((((((3,4-dihydroxy-9,10-dioxo-9,10-dihydroanthracen-2-yl)methyl)azanediyl)bis(ethane-2,1-diyl))bis(azanediyl))bis(methylene))bis(2,1-phenylene))diboronic acid OC=1C(=CC=2C(C3=CC=CC=C3C(C2C1O)=O)=O)CN(CCNCC1=C(C=CC=C1)B(O)O)CCNCC1=C(C=CC=C1)B(O)O